C(C1=CC=CC=C1)N1C(C(C2=CC=CC=C12)(O)CC(=O)C1=CC=C(C=C1)CCCC)=O 1-benzyl-3-(2-(4-butylphenyl)-2-oxoethyl)-3-hydroxyindol-2-one